C(#N)C=1C=C(C=CC1)N1CCC(CC1)NC(OCCC1CCN(CC1)CC1=CC=CC=C1)=O 2-(1-benzylpiperidin-4-yl)ethyl N-[1-(3-cyanophenyl)piperidin-4-yl]carbamate